2-(2-(2-hydroxyphenyl)-4,5-dihydrothiazol-4-yl)-3-methyl-thiazolidine-4-carboxamide OC1=C(C=CC=C1)C=1SCC(N1)C1SCC(N1C)C(=O)N